copper-nickel-iron cyanide ethyl-2-[4-[6-[3-(5-chloro-2-fluoro-phenyl)-1H-pyrazol-4-yl]-1,5-naphthyridin-3-yl]triazol-1-yl]acetate C(C)OC(CN1N=NC(=C1)C=1C=NC2=CC=C(N=C2C1)C=1C(=NNC1)C1=C(C=CC(=C1)Cl)F)=O.[Fe](C#N)C#N.[Ni].[Cu]